(1R,2R,3S,6S,7S)-4-[(2S)-3,3-dimethyl-2-(2,2,2-trifluoroacetamido)butanoyl]-10-oxo-4-azatricyclo[5.2.1.0^{2,6}]dec-8-ene-3-carboxylic acid CC([C@@H](C(=O)N1[C@@H]([C@H]2[C@H]3C=C[C@@H]([C@H]2C1)C3=O)C(=O)O)NC(C(F)(F)F)=O)(C)C